N-(cis-4-(difluoromethoxy)cyclohexyl)-5-(imidazo[1,2-b]pyridazin-6-yl)pyrrolo[2,1-f][1,2,4]triazin-2-amine FC(O[C@H]1CC[C@H](CC1)NC1=NN2C(C=N1)=C(C=C2)C=2C=CC=1N(N2)C=CN1)F